5-benzyl-2-(benzyloxy)-1-oxo-2,5-diazaspiro[3.4]octane-6-carboxylic acid C(C1=CC=CC=C1)N1C2(CN(C2=O)OCC2=CC=CC=C2)CCC1C(=O)O